F[C@H]1CN(CC1)C1=NC=CC(=C1)CN |r| (±)-(2-(3-fluoropyrrolidin-1-yl)pyridin-4-yl)methanamine